NCCOCCOCCCC(=O)N[C@H](C(=O)N1[C@@H](C[C@H](C1)O)C(=O)NCC1=CC=C(C=C1)C1=C(N=CS1)C)C(C)(C)C (2S,4R)-1-((S)-2-(4-(2-(2-aminoethoxy)ethoxy)butyrylamino)-3,3-dimethylbutyryl)-4-hydroxy-N-(4-(4-methylthiazol-5-yl)benzyl)pyrrolidine-2-carboxamide